1-(4-(6-amino-5-(trifluoromethyl)pyridin-3-yl)-1-(3-fluorobicyclo[1.1.1]-pentan-1-yl)-1H-imidazol-2-yl)-2-methylpropan-1-ol NC1=C(C=C(C=N1)C=1N=C(N(C1)C12CC(C1)(C2)F)C(C(C)C)O)C(F)(F)F